CN1C(=NN=C1)C(C(F)(F)F)(C1=CC(=CC=C1)B1OC(C(O1)(C)C)(C)C)F 4-methyl-3-(1,2,2,2-tetrafluoro-1-(3-(4,4,5,5-tetramethyl-1,3,2-dioxaborolan-2-yl)phenyl)ethyl)-4H-1,2,4-triazole